Cl.C1NCC2=NC=3CCCCC3C=C21 2,3,5,6,7,8-Hexahydro-1H-pyrrolo[3,4-b]quinoline hydrochloride